CC1=C(C(=CC(=C1)[N+](=O)[O-])C)N1CC2(CN(C2)C(=O)OC(C)(C)C)C1 tert-butyl 6-(2,6-dimethyl-4-nitrophenyl)-2,6-diazaspiro[3.3]heptane-2-carboxylate